NC=1C=C(C=CC1)C1=NC2=C(N1)C=CC=C2C(=O)N 2-(3-aminophenyl)-1H-benzo[d]imidazole-4-carboxamide